CCC(=O)N1CCSCC1 1-thiomorpholinopropan-1-one